carbonyl-L-lysine C(=O)=N[C@@H](CCCCN)C(=O)O